C(C)(C)(C)OC(=O)N1CCN(CC1)C1CCN(CC1)C1=C(C=C(C(=C1)OC)[N+](=O)[O-])C=1C=NN(C1)C 4-(1-(5-methoxy-2-(1-methyl-1H-pyrazol-4-yl)-4-nitrophenyl)piperidin-4-yl)piperazine-1-Carboxylic acid tert-butyl ester